N-(4-(2-(2-aminopyridin-3-yl)-5-phenyl-3H-imidazo[4,5-b]pyridin-3-yl)benzyl)-3-(2H-tetrazol-5-yl)benzamide NC1=NC=CC=C1C1=NC=2C(=NC(=CC2)C2=CC=CC=C2)N1C1=CC=C(CNC(C2=CC(=CC=C2)C=2N=NNN2)=O)C=C1